CN(CC(=O)[O-])C N,N-dimethylglycinate